ClC=1C=CC(=C(C1)C1(C(NC2=CC(=CC=C12)C(F)(F)F)=O)CC#N)OC 2-(3-(5-chloro-2-methoxyphenyl)-2-oxo-6-(trifluoromethyl)indolin-3-yl)acetonitrile